Trifluoro borate hydrate O.B(OF)(OF)OF